3-bromo-10-(4-methoxyphenyl)-10H-phenothiazine BrC=1C=CC=2N(C3=CC=CC=C3SC2C1)C1=CC=C(C=C1)OC